C(C1=CC=CC=C1)O[C@H]1C(O[C@]([C@H]1OCC1=CC=CC=C1)(CF)COCC1=CC=CC=C1)O (3R,4S,5R)-3,4-bis(benzyloxy)-5-((benzyloxy)methyl)-5-(fluoromethyl)tetrahydro-furan-2-ol